NC1=NC2=CC=C(C=C2C=C1O[C@@H](C)C=1C(=CC2=CN(N=C2C1)CC(=O)O)N1N=CC=C1)F [6-{(1S)-1-[(2-amino-6-fluoroquinolin-3-yl)oxy]ethyl}-5-(1H-pyrazol-1-yl)-2H-indazol-2-yl]acetic acid